2-Ethoxy-N-[(2R)-2-hydroxy-2-[(3S)-7-hydroxy-1,2,3,4-tetrahydroisoquinolin-3-yl]ethyl]-4-(3-oxa-8-azabicyclo[3.2.1]octane-8-carbonyl)benzamide C(C)OC1=C(C(=O)NC[C@H]([C@H]2NCC3=CC(=CC=C3C2)O)O)C=CC(=C1)C(=O)N1C2COCC1CC2